3-(2-aminopyrimidin-5-yl)-9-(1-((6-chloro-2-(2-(methyl-d3)-2H-tetrazol-5-yl)pyridin-3-yl)amino)ethyl-1-d)-4,7-dimethylimidazo[1,5-a]quinazolin-5(4H)-one NC1=NC=C(C=N1)C=1N=CN2C1N(C(C1=CC(=CC(=C21)C(C)([2H])NC=2C(=NC(=CC2)Cl)C=2N=NN(N2)C([2H])([2H])[2H])C)=O)C